Carboxyl-AcrylnitrylButadien C(=O)(O)C(=C([N+](=O)[O-])C(=O)C=C)C=C